C12CC(CC(CCC1)N2)N(C=2SC1=C(C=NC(=C1)C1=CC3=CN(N=C3C(=C1)OC)C)N2)C N-(9-azabicyclo[3.3.1]non-3-yl)-6-(7-methoxy-2-methyl-2H-indazol-5-yl)-N-methyl-[1,3]thiazolo[4,5-c]pyridin-2-amine